2-Chloro-4-((R)-8-(4-(2-(4-(4-((S)-2,6-dioxo-piperidin-3-yl)phenyl)-piperazin-1-yl)-7-aza-spiro[3.5]nonane-7-carbonyl)phenyl)-3-methyl-2,8-diazaspiro[4.5]decan-2-yl)benzonitrile ClC1=C(C#N)C=CC(=C1)N1CC2(C[C@H]1C)CCN(CC2)C2=CC=C(C=C2)C(=O)N2CCC1(CC(C1)N1CCN(CC1)C1=CC=C(C=C1)[C@H]1C(NC(CC1)=O)=O)CC2